(1s,4s)-2'-[4-(benzyloxy)phenyl]-4-(3-chloroanilino)spiro[cyclohexane-1,1'-indene]-4-carboxylic acid C(C1=CC=CC=C1)OC1=CC=C(C=C1)C=1C2(C3=CC=CC=C3C1)CCC(CC2)(C(=O)O)NC2=CC(=CC=C2)Cl